1,4-bis(n-dodecylsulfanylthiocarbonylsulfanylmethyl)benzene C(CCCCCCCCCCC)SC(=S)SCC1=CC=C(C=C1)CSC(=S)SCCCCCCCCCCCC